N-[(1R,2S)-2-hydroxy-2,3-dihydro-1H-inden-1-yl]-4-{1H-pyrrolo[2,3-b]pyridin-4-yl}benzamide O[C@@H]1[C@@H](C2=CC=CC=C2C1)NC(C1=CC=C(C=C1)C1=C2C(=NC=C1)NC=C2)=O